N1N=NN=C1C1=CC=C(C=O)C=C1 4-(1H-tetrazol-5-YL)benzaldehyde